(14S,15R,16R,17R)-1-amino-12-[(2S,3R,4R,5R)-2,3,4,5,6-pentahydroxyhexyl]-3,6,9-trioxa-12-azaoctadecane-14,15,16,17,18-pentaol dihydrochloride Cl.Cl.NCCOCCOCCOCCN(C[C@@H]([C@H]([C@@H]([C@@H](CO)O)O)O)O)C[C@@H]([C@H]([C@@H]([C@@H](CO)O)O)O)O